tert-butyl 4-(6-(3-methyl-2,6-dioxopiperidin-3-yl)pyridin-3-yl)piperazine-1-carboxylate CC1(C(NC(CC1)=O)=O)C1=CC=C(C=N1)N1CCN(CC1)C(=O)OC(C)(C)C